Butyl-4,4-di(t-butylperoxy)valerat C(CCC)OC(CCC(C)(OOC(C)(C)C)OOC(C)(C)C)=O